2,3,4,5-tetrahydrobenzo[b][1,4]oxazepin O1C2=C(NCCC1)C=CC=C2